6-(3-(2-bromophenyl)-4-methylpiperazin-1-yl)-N2-cyclopropylpyrimidine-2,4-diamine BrC1=C(C=CC=C1)C1CN(CCN1C)C1=CC(=NC(=N1)NC1CC1)N